4-[(4R)-4-ethyl-2-imino-4-methyl-6-oxo-hexahydropyrimidin-1-yl]-N-[(3S,4R)-3-hydroxy-3-methyl-chroman-4-yl]-2-methyl-chromane-6-carboxamide C(C)[C@]1(NC(N(C(C1)=O)C1CC(OC2=CC=C(C=C12)C(=O)N[C@H]1[C@](COC2=CC=CC=C12)(C)O)C)=N)C